2-((6aR,8R)-6a-ethyl-8-((6-methyl-5-vinylpyrazin-2-yl)oxy)-5,6,6a,7,8,9-hexahydro-pyrrolo[1',2':4,5]pyrazino[2,3-c]pyridazin-2-yl)-6-fluorophenol C(C)[C@]12N(C=3C(=NN=C(C3)C3=C(C(=CC=C3)F)O)NC1)C[C@@H](C2)OC2=NC(=C(N=C2)C=C)C